tert-Butyl ((5-(4-fluorobenzamido)naphthalen-1-yl)methyl)carbamate FC1=CC=C(C(=O)NC2=C3C=CC=C(C3=CC=C2)CNC(OC(C)(C)C)=O)C=C1